ClC1=CC=C(C=C1)C=1C=C(C(=O)O)C=CC1OC (E)-3-(4-Chlorophenyl)-4-methoxybenzoic acid